O=C(C(=O)O)CCC(=O)O.N[C@@H](CCCNC(N)=N)C(=O)O arginine ketoglutarate